tert-butyl-N-[[8-(1,2-dihydroxyethyl)-5-[4-(trifluoromethoxy)phenyl]-7-quinolyl] methyl]carbamate C(C)(C)(C)OC(NCC1=CC(=C2C=CC=NC2=C1C(CO)O)C1=CC=C(C=C1)OC(F)(F)F)=O